ClC1=C(C(=CC=C1)C)NC(=O)C1=CN=C(S1)NC1=NC(=NC(=C1)N1CCC(CC1)CN1CCC(CC1)C=1C=C2C(N(C(C2=CC1)=O)C1C(NC(CC1)=O)=O)=O)C N-(2-chloro-6-methylphenyl)-2-((6-(4-((4-(2-(2,6-dioxopiperidin-3-yl)-1,3-dioxoisoindolin-5-yl)piperidin-1-yl)methyl)piperidin-1-yl)-2-methylpyrimidin-4-yl)amino)thiazole-5-carboxamide